CCC(C)N1C(=O)N(C=N1)C2=CC=C(C=C2)N3CCN(CC3)C4=CC=C(C=C4)OC[C@H]5CO[C@](O5)(CN6C=NC=N6)C7=C(C=C(C=C7)Cl)Cl The molecule is an N-arylpiperazine that is cis-ketoconazole in which the imidazol-1-yl group is replaced by a 1,2,4-triazol-1-yl group and in which the actyl group attached to the piperazine moiety is replaced by a p-[(+-)1-sec-butyl-5-oxo-1,5-dihydro-4H-1,2,4-triazol-4-yl]phenyl group. A potent P-glycoprotein and CYP3A4 inhibitor, it is used as an antifungal drug for the treatment of various fungal infections, including aspergillosis, blastomycosis, candidiasis, chromoblastomycosis, coccidioidomycosis, cryptococcosis, histoplasmosis, and sporotrichosis. It has a role as a P450 inhibitor, an EC 3.6.3.44 (xenobiotic-transporting ATPase) inhibitor and a Hedgehog signaling pathway inhibitor. It is a member of triazoles, a dioxolane, a N-arylpiperazine, a dichlorobenzene, a cyclic ketal, a conazole antifungal drug, a triazole antifungal drug and an aromatic ether.